4-[[3-[4-(difluoromethoxy)phenyl]imidazo[1,2-a]pyrazin-8-yl]amino]-N,2-dimethyl-N-[2-[rac-(2R,6S)-2,6-dimethylmorpholin-4-yl]ethyl]benzamide FC(OC1=CC=C(C=C1)C1=CN=C2N1C=CN=C2NC2=CC(=C(C(=O)N(CCN1C[C@H](O[C@H](C1)C)C)C)C=C2)C)F |r|